7-(6-fluoro-4-methoxypyridin-2-yl)-5,6,7,8-tetrahydro-2,7-naphthyridine-3-carboxylic acid FC1=CC(=CC(=N1)N1CCC=2C=C(N=CC2C1)C(=O)O)OC